4-[7-(1-cyanocyclopentoxy)imidazo[1,2-a]pyridin-3-yl]-N-cyclopropyl-2-(difluoromethoxy)-6-methoxy-benzamide C(#N)C1(CCCC1)OC1=CC=2N(C=C1)C(=CN2)C2=CC(=C(C(=O)NC1CC1)C(=C2)OC)OC(F)F